2-aminoacetate NCC(=O)[O-]